2-(Oxohexan-4-yl)propionic acid O=CCC(CCC)C(C(=O)O)C